O=C1N(C(C2=CC=CC=C12)=O)CCCCCCCCCCCCS=C(C)O.CC([Si](OC(C(=C)C)=O)(OC(C(=C)C)=O)OC(C(=C)C)=O)C methyl-tri(methacryloyloxy)silapropane S-(12-(1,3-Dioxoisoindolin-2-yl)dodecyl)ethanethioate